2-(2-{(S)-[(2-ethylpyrazole-3-carbonyl)amino](4-methylcyclohexyl)methyl}-4-fluoro-1H-benzimidazol-5-yl)piperidine-1-carboxylic acid tert-butyl ester C(C)(C)(C)OC(=O)N1C(CCCC1)C1=C(C2=C(NC(=N2)[C@H](C2CCC(CC2)C)NC(=O)C=2N(N=CC2)CC)C=C1)F